BrC(COC(C)=O)Br dibromoethylacetate